ClC1=NC(=C2C(=N1)N(N=C2)[C@H]2[C@@H]([C@@H]([C@H](O2)COC(CO)(CO)P(O)(O)=O)O)O)NCC2=CC=C(C=C2)Cl |r| rac-(2-(((2R,3S,4R,5R)-5-(6-chloro-4-((4-chlorobenzyl)-amino)-1H-pyrazolo[3,4-d]-pyrimidin-1-yl)-3,4-dihydroxy-tetrahydrofuran-2-yl)methoxy)-1,3-dihydroxypropan-2-yl)phosphonic acid